3-chloro-7-fluoro-1,2-benzothiazole ClC1=NSC2=C1C=CC=C2F